C(C)(C)N(CCC1CN(C2=CC=CC(=C12)O)C(=O)C1NC(OC1)=O)C(C)C 4-(3-(2-(diisopropylamino)ethyl)-4-hydroxyindoline-1-carbonyl)oxazolidin-2-one